C(C)C=1C=NC2=CC=CC=C2C1CC 3,4-diethylquinoline